O=C1NC(CCC1N1C(C2=CC=CC(=C2C1)C#CCCCCCN1CCN(CC1)C1=CC=C(C(=O)N2CCC(CC2)CCCCNC(\C=C\C=2C=NN=NC2)=O)C=C1)=O)=O (E)-N-(4-(1-(4-(4-(7-(2-(2,6-dioxopiperidin-3-yl)-1-oxoisoindoline-4-yl)hept-6-yn-1-yl)piperazin-1-yl)benzoyl)piperidin-4-yl)butyl)-3-(1,2,3-triazin-5-yl)Acrylamide